N,N-dimethylaminomethylstyrene CN(C)CC(=C)C1=CC=CC=C1